3-(3-((2-((2-Cyclopropyl-4-(piperazin-1-yl)phenyl)amino)-5-(difluoromethyl)pyrimidin-4-yl)amino)propyl)-1,3-oxazinan-2-on C1(CC1)C1=C(C=CC(=C1)N1CCNCC1)NC1=NC=C(C(=N1)NCCCN1C(OCCC1)=O)C(F)F